1-(4-(2-([1,2,4]triazolo[1,5-a]pyridin-8-yl)-3-isopropyl-1H-indol-5-yl)piperidin-1-yl)-2-(dimethylamino)ethan-1-one N=1C=NN2C1C(=CC=C2)C=2NC1=CC=C(C=C1C2C(C)C)C2CCN(CC2)C(CN(C)C)=O